2-((3-chloro-4-(4-hydroxy-3-isopropylbenzyl)-5-methylbenzyl)thio)-N,N-dimethylacetamide ClC=1C=C(CSCC(=O)N(C)C)C=C(C1CC1=CC(=C(C=C1)O)C(C)C)C